CNN N-methyl-hydrazine